C12C3CCCC3C(C=C1)C2 tricyclo[5.2.1.0(2,6)]deca-8-ene